(S)-1-(4-(3,6-dihydro-2H-pyran-4-yl)-2-(trifluoromethyl)phenoxy)-2,4-dimethylpentan-2-amine O1CCC(=CC1)C1=CC(=C(OC[C@](CC(C)C)(N)C)C=C1)C(F)(F)F